ethyl 2-(4-amino-3-fluorophenyl)-2-methylpropionate NC1=C(C=C(C=C1)C(C(=O)OCC)(C)C)F